C(C)C=CC1=CC=CC=C1 α-Ethylstyrol